FC(C(=O)O)(F)F.FC(C(=O)O)(F)F.C1(=CC=C(C=C1)C[C@H]1C[C@@H](NC1)C(=O)N1[C@@H](CC1)C(=O)NCC=1C(=NC(=CC1)N)C)C1=CC=CC=C1 (S)-1-((2R,4S)-4-([1,1'-biphenyl]-4-ylmethyl)pyrrolidine-2-carbonyl)-N-((6-amino-2-methylpyridin-3-yl)methyl)azetidine-2-carboxamide bistrifluoroacetate